NC=1C=2C(C(NN1)=O)=NN(C2C2=CC(=C(C=C2)OC2=NC=CC(=N2)C)OC)C2=CC=C(C=C2)NC(C=C)=O N-(4-(4-amino-3-(3-methoxy-4-((4-methylpyrimidin-2-yl)oxy)phenyl)-7-oxo-6,7-dihydro-2H-pyrazolo[3,4-d]pyridazin-2-yl)phenyl)acrylamide